C(C=C)N(C1=NC=C(C=C1)\C=C\C=C\C=1SC2=C(N1)C=C(C(=C2)OC)OC)CC=C N,N-diallyl-5-((1E,3E)-4-(5,6-dimethoxybenzo[d]thiazole-2-yl)buta-1,3-dienyl)pyridine-2-amine